ClC1=CC=C(C=N1)C(=O)NC1=NN(C(=C1)C1=NC2=C(N1)C=CC(=C2)C(F)(F)F)CC2=CC=C(C=C2)OC 6-Chloro-N-[1-[(4-methoxyphenyl)methyl]-5-[5-(trifluoromethyl)-1H-benzimidazol-2-yl]pyrazol-3-yl]pyridine-3-carboxamide